(R)-1-(1-acryloylpyrrolidin-3-yl)-3-(4-(2,3-dichlorophenoxy)phenyl)-1,3-dihydro-2H-imidazo[4,5-c]pyridin-2-one C(C=C)(=O)N1C[C@@H](CC1)N1C(N(C=2C=NC=CC21)C2=CC=C(C=C2)OC2=C(C(=CC=C2)Cl)Cl)=O